C1(=CC(=CC=C1)C1=NC(=NC=C1Cl)N[C@@H]1CC[C@@H](CC1)N)C1=CC=CC=C1 cis-N1-(4-([1,1'-biphenyl]-3-yl)-5-chloropyrimidin-2-yl)cyclohexane-1,4-diamine